2-propynylbutyl-carbamat C(#CC)C(CNC([O-])=O)CC